CN(C(C1=C(C=CC(=C1)F)C1=CC(=NC(=C1)C1CC1)N1C=C(C=2C=C(NC2C1=O)CN1C[C@H](CCC1)C)C1CC1)=O)C1=CC=CC=C1 N-methyl-N-phenyl-2-[2-(2-{[(S)-3-methyl-1-piperidyl]methyl}-4-cyclopropyl-7-oxo-1,6-dihydro-1,6-diaza-6-indenyl)-6-cyclopropyl-4-pyridyl]-5-fluorobenzamide